C(C)(C)(C)N1N=C2C(CN(CC2)C(=O)OC(C)CNCC=CC2=C(C=CC=C2)OC)=C1C(CCC(=C)CO[Si](C1=CC=CC=C1)(C1=CC=CC=C1)C(C)(C)C)=O 3-((3-(2-methoxyphenyl)allyl)amino)propan-2-ol tert-Butyl-3-(4-(((tert-butyldiphenylsilyl)oxy)methyl)pent-4-enoyl)-6,7-dihydro-2H-pyrazolo-[4,3-c]pyridine-5(4H)-carboxylate